N[C@H](C(=O)O)CC12CC(C1)(C2)C(=O)OC(C)(C)C (S)-2-amino-3-(3-(tert-butoxycarbonyl)bicyclo[1.1.1]pentan-1-yl)propanoic acid